[N+](=O)([O-])C=1C=C(C=CC1NCC1CCOCC1)S(=O)(=O)NC(=O)C1=CC=C(C=C1)C1=CC=CC=C1 N-((3-nitro-4-(((tetrahydro-2H-pyran-4-yl)methyl)amino)phenyl)sulfonyl)-[1,1'-biphenyl]-4-carboxamide